C(CCCCCCCCCCC)OCCOS(=O)(=O)[O-] n-dodecyloxyethylsulfat